(3-cyano-1,6-dimethyl-2-oxo-1,5-naphthyridin-4-yl) triflate O(S(=O)(=O)C(F)(F)F)C1=C(C(N(C2=CC=C(N=C12)C)C)=O)C#N